C1CN2C(=CC=C2C(=O)C3=CC=CC=C3)[C@H]1C(=O)O The molecule is a 5-benzoyl-2,3-dihydro-1H-pyrrolizine-1-carboxylic acid that has S configuration. While (S)-ketorolac is a COX1 and COX2 inhibitor, both enantiomers exhibit analgesic effects. Racemic ketorolac, known simply as ketorolac, is used (mainly as the tromethamine salt) as a potent analgesic for the short-term management of post-operative pain, and in eye drops to relieve the ocular itching associated with seasonal allergic conjunctivitis. It has a role as an analgesic, a cyclooxygenase 2 inhibitor, a cyclooxygenase 1 inhibitor and a non-steroidal anti-inflammatory drug. It is an enantiomer of a (R)-ketorolac.